C1(CC1)N=C(C1=C(C=C(C=C1)C(F)(F)F)OC)NN N''-Cyclopropyl-2-methoxy-4-(trifluoromethyl)benzimidohydrazide